COC1=CC=C(C=C1)C(C(NC1=CC=C(C=C1)[Si](C)(C)C)=O)N(C(=O)C=1NC(OC1)=O)C N-(1-(4-methoxyphenyl)-2-oxo-2-((4-(trimethylsilyl)phenyl)amino)ethyl)-N-methyl-2-oxo-2,3-dihydro-1,3-oxazole-4-carboxamide